3-(1-azaspiro[3.3]hept-1-ylcarbonyl)-1,5,7-trimethyl-1,5-dihydro-4H-pyrrolo[3,2-c]pyridin-4-one N1(CCC12CCC2)C(=O)C2=CN(C1=C2C(N(C=C1C)C)=O)C